3-(4-amino-3-iodo-1H-pyrazolo[3,4-d]pyrimidin-1-yl)azetidine-1-carboxylic acid tert-butyl ester C(C)(C)(C)OC(=O)N1CC(C1)N1N=C(C=2C1=NC=NC2N)I